(R or S)-5-((3-(2-ethoxy-1,1,1,3,3,3-hexafluoro-propan-2-yl)-3-(4-fluorophenethyl)pyrrolidin-1-yl)methyl)-2-methylpyridine C(C)OC(C(F)(F)F)(C(F)(F)F)[C@]1(CN(CC1)CC=1C=CC(=NC1)C)CCC1=CC=C(C=C1)F |o1:12|